azobisisobutyl ether hydrochloride Cl.N1=NC(C(C)C)OC1C(C)C